1,4-cyclohexanediol bis(3-mercaptopropionate) SCCC(=O)OC1CCC(CC1)OC(CCS)=O